C(#N)C1=CN=CC=N1 6-cyanopyrazin